2-((palmitoyl-(hexadecanoyl)oxy)methyl)benzoic acid C(CCCCCCCCCCCCCCC)(=O)CCCCCCCCCCCCCCCC(=O)OCC1=C(C(=O)O)C=CC=C1